FC(C1=NN(C=C1N1C(SC=C1)C=1C=NNC1)C)F N-[3-(difluoromethyl)-1-methyl-1H-pyrazol-4-yl]-2-(1H-pyrazol-4-yl)-1,3-thiazole